C(C=C)(=O)OCCCOC1=CC=C(C(=O)OC2=C(C=C(C=C2)OC(C2=CC=C(C=C2)OCCCOC(C=C)=O)=O)C)C=C1 1,4-bis[4-(3-acryloxypropoxy)benzoyl-oxy]-2-methylbenzene